2-((5-(2-((3R,5R)-6-(dimethylamino)-5-methoxy-2-methylhexan-3-yl)-2,6-diazaspiro[3.4]oct-6-yl)-1,2,4-triazin-6-yl)oxy)-N-ethyl-5-fluoro-N-isopropylbenzamide CN(C[C@@H](C[C@H](C(C)C)N1CC2(C1)CN(CC2)C=2N=CN=NC2OC2=C(C(=O)N(C(C)C)CC)C=C(C=C2)F)OC)C